(3,8-diazabicyclo[3.2.1]octan-3-yl)(4-decylphenyl)methanone hydrochloride Cl.C12CN(CC(CC1)N2)C(=O)C2=CC=C(C=C2)CCCCCCCCCC